ClC1=NN(C(=C1S(=O)(=O)N1CCC(CC1)C=1C(=C(C=2N(C1)N=CN2)F)C)C)C([2H])([2H])[2H] 6-(1-((3-chloro-5-methyl-1-(methyl-d3)-1H-pyrazol-4-yl)sulfonyl)piperidin-4-yl)-8-fluoro-7-methyl-[1,2,4]triazolo[1,5-a]pyridine